FC=1C=C(C=C2CCN(CC12)C1CC2(CN(C2)C)CC1)C(=O)OC methyl 8-fluoro-2-(2-methyl-2-azaspiro[3.4]octan-6-yl)-3,4-dihydro-1H-isoquinoline-6-carboxylate